CC1=C(C=CC=C1N1C(C2=CC=C(C=C2C1=O)C(=O)N)=O)C1=CC=CC=C1 2-(2-methyl-[1,1'-biphenyl]-3-yl)-1,3-dioxoisoindole-5-carboxamide